FC1=C(C=CC=C1)C#CC=1C(=CC2=C(NC(=N2)C2=CC(=C(C(=C2)OC)OC)OC)C1)N1CCOCC1 4-(6-((2-fluorophenyl)ethynyl)-2-(3,4,5-trimethoxyphenyl)-1H-benzo[d]imidazol-5-yl)morpholine